6-bromo-1-((6-chloro-5-(hydroxymethyl)-2-(methylthio)pyrimidin-4-yl)methyl)-3,3-dimethyl-2,3-dihydro-1H-inden-1-ol BrC1=CC=C2C(CC(C2=C1)(O)CC1=NC(=NC(=C1CO)Cl)SC)(C)C